[Na+].ClC(C(=O)[O-])Cl dichloroacetate sodium